FC1=C(C=CC2=C1O[C@@H]1[C@H](CC2)[C@H](CC1)\C=C\C(O)C1(COC1)C1=C(C=CC=C1)F)C(=O)O (1R,3aS,10aR)-5-fluoro-1-{(1E,3ξ)-3-[3-(2-fluorophenyl)-3-oxetanyl]-3-hydroxy-1-propen-1-yl}-2,3,3a,9,10,10a-hexahydro-1H-benzo[b]cyclopenta[f]oxepin-6-carboxylic acid